tert-butyl N-[2-(4-carbamoylphenyl)thiazol-4-yl]carbamate C(N)(=O)C1=CC=C(C=C1)C=1SC=C(N1)NC(OC(C)(C)C)=O